{4-[(4-methylbenzyl)oxy]benzyl}-N-(4-piperidylmethyl)amine CC1=CC=C(COC2=CC=C(CNCC3CCNCC3)C=C2)C=C1